N-(3',4'-dichloro-5-fluorobiphenyl-2-yl)-3-difluoromethyl-1-methylpyrazole-4-carboxamide ClC=1C=C(C=CC1Cl)C1=C(C=CC(=C1)F)NC(=O)C=1C(=NN(C1)C)C(F)F